(R)-5-fluoro-3-(1-(3-(4-(2-hydroxyethyl)pyridin-2-yl)imidazo[1,2-b]pyridazin-6-yl)pyrrolidin-2-yl)pyridin-2(1H)-one FC=1C=C(C(NC1)=O)[C@@H]1N(CCC1)C=1C=CC=2N(N1)C(=CN2)C2=NC=CC(=C2)CCO